C(C)(=O)O[C@]1(C(NC2=CC=CC=C12)=O)C (R)-(+)-3-methyl-2-oxoindolin-3-yl acetate